(R)-Methyl 3-(3-(chloromethyl)-4-methylphenyl)-2,2-dimethyl-3-((1-methyl-1H-1,2,3-triazol-4-yl)methoxy)propanoate ClCC=1C=C(C=CC1C)[C@H](C(C(=O)OC)(C)C)OCC=1N=NN(C1)C